ClC=1C(=C(C=CC1F)[C@@H](NC(=O)N1[C@@H](C(NCC1)=O)C)C=1C=NC(=CC1)OC(F)F)F (2R)-N-((S)-(3-chloro-2,4-difluorophenyl)(6-(difluoro-methoxy)pyridin-3-yl)methyl)-2-methyl-3-oxopiperazine-1-carboxamide